N1=CC=C2COCCN21 (R)-6,7-dihydro-4H-pyrazolo[5,1-c][1,4]oxazine